4-(2-chloro-4-dodecylphenylthio)phenyldiphenylsulfonium hexafluoroantimonate F[Sb-](F)(F)(F)(F)F.ClC1=C(C=CC(=C1)CCCCCCCCCCCC)SC1=CC=C(C=C1)[S+](C1=CC=CC=C1)C1=CC=CC=C1